N1(CCCC2=CN=CC=C12)C1=C(C=C(C=C1)N1C(N(CC1=O)C=1C=NC=C(C1)C(F)(F)F)=O)C=C 3-[4-(3,4-dihydro-1,6-naphthyridin-1(2H)-yl)-3-vinylphenyl]-1-[5-(trifluoromethyl)-3-pyridinyl]-2,4-imidazolidinedione